C(C)(=O)O\N=C(\C1=C(C=CC(=C1)OC=1C(=C2C=CNC2=C(C1F)F)S(=O)(=NC)C)F)/N (Z)-N'-acetoxy-5-((4-(N,S-dimethylsulfonimidoyl)-6,7-difluoro-1H-indol-5-yl)oxy)-2-fluorobenzimidamide